(R)-β-hydroxybutyric acid O[C@@H](CC(=O)O)C